FC=1C=C(C=CC1)C[C@H](C(=O)NC1=CC=C(C=C1)C1=CC=NC=C1)NCCOCCOC (R)-3-(3-Fluorophenyl)-2-((2-(2-methoxyethoxy)ethyl)amino)-N-(4-(pyridin-4-yl)phenyl)propanamide